C(C(=O)OC#CCC)(=O)OC mono-2-butynyl monomethyl oxalate